[N-](S(=O)(=O)C(F)(F)F)S(=O)(=O)C(F)(F)F.C(CCCCCCCCCCCCCCC)N1C=[N+](C=C1)C 1-hexadecyl-3-methylimidazolium bis(trifluoromethanesulfonyl)imide salt